(4-((3S,4R)-1-(2-cyanoacetyl)-3-methyl-1,6-diazaspiro[3.4]octan-6-yl)-7H-pyrrolo[2,3-d]pyrimidin-7-yl)methyl (S)-2-(4-isobutylphenyl)propanoate C(C(C)C)C1=CC=C(C=C1)[C@@H](C(=O)OCN1C=CC2=C1N=CN=C2N2C[C@]1([C@H](CN1C(CC#N)=O)C)CC2)C